ClC1=CC=C(C(=N1)C1=NOC(N1)=O)N[C@H](C)C=1C=C(C=C2C(C(=C(OC12)C1=NC=CC(=C1)F)C)=O)C 3-[6-Chloro-3-[[(1R)-1-[2-(4-fluoro-2-pyridyl)-3,6-dimethyl-4-oxo-chromen-8-yl]ethyl]amino]-2-pyridyl]-4H-1,2,4-oxadiazol-5-one